trans-N-(4-aminocyclohexyl)-6-chloroquinoline-2-carboxamide trifluoroacetate salt FC(C(=O)O)(F)F.N[C@@H]1CC[C@H](CC1)NC(=O)C1=NC2=CC=C(C=C2C=C1)Cl